1,1'-(1,2-ethanediyl)bis(2,2,5,5-tetramethyl-1-aza-2,5-disilacyclopentane) C(CN1[Si](CC[Si]1(C)C)(C)C)N1[Si](CC[Si]1(C)C)(C)C